ClC1=C(OC2=CC(=C(C=C2)[N+](=O)[O-])OC2=C(C=C(C=C2)C(F)(F)F)Cl)C=CC(=C1)C(F)(F)F 1,3-bis[2-chloro-4-(trifluoromethyl)phenoxy]-4-nitrobenzene